(1s,4s)-4-(8-(2-chloro-4-cyano-6-fluorophenylamino)-2-(cyclobutylamino)-9H-purin-9-yl)-1-methylcyclohexanecarboxamide ClC1=C(C(=CC(=C1)C#N)F)NC=1N(C2=NC(=NC=C2N1)NC1CCC1)C1CCC(CC1)(C(=O)N)C